C(C)(C)(C)OC(=O)N1CC=2N(CCC1)N=C(C2)C=O.FC2(CCN(CC2)C2=NC=CC(=N2)C2=CC=C(C=C2)OCCF)C(=O)NC2CN1CCC2CC1 4-fluoro-1-(4-(4-(2-fluoroethoxy)phenyl)pyrimidin-2-yl)-N-(quinuclidin-3-yl)piperidine-4-carboxamide Tert-butyl-2-formyl-7,8-dihydro-4H-pyrazolo[1,5-a][1,4]diazepine-5(6H)-carboxylate